N-(3-chloro-4-((5-nitropyridin-2-yl)oxy)pyridin-2-yl)-1,1-diphenylmethanimine ClC=1C(=NC=CC1OC1=NC=C(C=C1)[N+](=O)[O-])N=C(C1=CC=CC=C1)C1=CC=CC=C1